(S)-2-(4-(6-((5-(1-(difluoromethyl)-1H-pyrazol-4-yl)-1,3,4-thiadiazol-2-yl)methoxy)pyridin-2-yl)-2,5-difluorobenzyl)-1-(oxetan-2-ylmethyl)-1H-benzo[d]imidazole-6-carboxylic acid FC(N1N=CC(=C1)C1=NN=C(S1)COC1=CC=CC(=N1)C1=CC(=C(CC2=NC3=C(N2C[C@H]2OCC2)C=C(C=C3)C(=O)O)C=C1F)F)F